[4-Methyl-5-[2-(2,2,2-trifluoro-1,1-dimethylethyl)-4-pyridinyl]-2-thiazolyl]-1,2-pyrrolidinedicarboxamide CC=1N=C(SC1C1=CC(=NC=C1)C(C(F)(F)F)(C)C)C1(N(CCC1)C(=O)N)C(=O)N